2-amino-6-fluoro-N-(5-fluoro-4-(4-(8-methyl-3,8-diazabicyclo[3.2.1]octane-3-carbonyl)piperidin-1-yl)pyridin-3-yl)pyrazolo[1,5-a]pyrimidine-3-carboxamide NC1=NN2C(N=CC(=C2)F)=C1C(=O)NC=1C=NC=C(C1N1CCC(CC1)C(=O)N1CC2CCC(C1)N2C)F